FC=1C=C2C(=CN(C2=CC1)C(=O)OC(C)(C)C)CO tert-butyl 5-fluoro-3-(hydroxymethyl)-1H-indole-1-carboxylate